CC(C[N+](C)(C)C)OC(=O)N The molecule is the carbamic acid ester of 2-methylcholine. A slowly hydrolysed muscarinic agonist with no nicotinic effects, it is used as its chloride salt to increase smooth muscle tone, as in the gastrointestinal tract following abdominal surgery, treatment of gastro-oesophageal reflux disease, and as an alternative to catheterisation in the treatment of non-obstructive urinary retention. It has a role as a muscarinic agonist. It is a quaternary ammonium ion and a carbamate ester.